(4-(4-chloro-3-(trifluoromethyl)phenoxy)phenyl)methanol ClC1=C(C=C(OC2=CC=C(C=C2)CO)C=C1)C(F)(F)F